2-((tert-butyldimethylsilyl)oxy)-6-formyl-7-azaspiro[3.5]Nonane-7-carboxylic acid tert-butyl ester C(C)(C)(C)OC(=O)N1C(CC2(CC(C2)O[Si](C)(C)C(C)(C)C)CC1)C=O